3-((2S)-3-(8-(2-chloro-4-fluorophenylsulfonyl)-1-oxa-8-azaspiro[4.5]dec-3-ylamino)-2-hydroxypropoxy)-N-methylbenzenesulfonamide ClC1=C(C=CC(=C1)F)S(=O)(=O)N1CCC2(CC(CO2)NC[C@@H](COC=2C=C(C=CC2)S(=O)(=O)NC)O)CC1